C(=C/CCCCCCCC)/C1CCC(O1)=O 5-[(1Z)-1-decen-1-yl]dihydro-2(3H)-furanone